amyl dihydroxy-benzoate OC=1C(=C(C(=O)OCCCCC)C=CC1)O